C1(CC1)C1=NN(C=N1)C1CC2(CN(C2)C(=O)N2CC3(C2)NC(COC3)=O)C1 2-[6-(3-cyclopropyl-1,2,4-triazol-1-yl)-2-azaspiro[3.3]heptane-2-carbonyl]-8-oxa-2,5-diazaspiro[3.5]nonan-6-one